(S)-6,8-dibromo-N-((4-chloro-3-nitrophenyl)sulfonyl)-2-(3-cyanobenzyl)-7-((3-methoxybenzyl)oxy)-1,2,3,4-tetrahydroisoquinoline-3-carboxamide BrC=1C=C2C[C@H](N(CC2=C(C1OCC1=CC(=CC=C1)OC)Br)CC1=CC(=CC=C1)C#N)C(=O)NS(=O)(=O)C1=CC(=C(C=C1)Cl)[N+](=O)[O-]